1-(4-methoxy-6-methylpyrimidin-5-yl)cyclopropane-1-carboxylic acid COC1=NC=NC(=C1C1(CC1)C(=O)O)C